(S)-2-((S)-4,4-difluoro-3-(2-oxohexahydropyrimidin-5-yl)piperidin-1-yl)-N-(2,2-difluoro-[1,3]dioxolo[4',5':4,5]benzo[1,2-d]thiazol-6-yl)propanamide FC1([C@H](CN(CC1)[C@H](C(=O)NC=1SC2=C(N1)C=C1C(=C2)OC(O1)(F)F)C)C1CNC(NC1)=O)F